N-{5-cyano-4'-fluoro-2'-[(3-fluoro-1-azetidinyl)carbonyl]-3-biphenylyl}-5-{[(S)-3-methyl-1-piperidyl]methyl}-1-cyclopropyl-2-oxo-1,2-dihydronicotinamide C(#N)C=1C=C(C=C(C1)C1=C(C=C(C=C1)F)C(=O)N1CC(C1)F)NC(C=1C(N(C=C(C1)CN1C[C@H](CCC1)C)C1CC1)=O)=O